5-((3-fluoro-4-(4-formylpiperidin-1-yl)phenyl)amino)-3-(piperidin-1-yl)-1,2,4-triazine-6-carboxamide FC=1C=C(C=CC1N1CCC(CC1)C=O)NC=1N=C(N=NC1C(=O)N)N1CCCCC1